N1(CCOCC1)CC12CN(CC2(C1)C(F)(F)F)C1=C2C=CC=NC2=C(C=C1)C#N 5-(1-[(morpholin-4-yl)methyl]-5-(trifluoromethyl)-3-azabicyclo[3.1.0]hex-3-yl)quinoline-8-carbonitrile